2-[[(1R)-2-methoxy-1-phenyl-ethyl]amino]-1-methyl-4H-imidazol-5-one COC[C@@H](C1=CC=CC=C1)NC=1N(C(CN1)=O)C